NC1=NC=NN2C1=NC=C2C=2C=NN(C2)C=2C=C(C=CC2C)NC(C2=CN=CC(=C2)C(F)(F)F)=O N-(3-(4-(4-Aminoimidazo[2,1-f][1,2,4]triazin-7-yl)-1H-pyrazol-1-yl)-4-Methylphenyl)-5-(trifluoromethyl)nicotinamide